((5-bromo-2,3-dihydrobenzofuran-2-yl)methoxy)(tert-butyl)dimethylsilane BrC=1C=CC2=C(CC(O2)CO[Si](C)(C)C(C)(C)C)C1